6-[Cyclopropyl(methyl)amino]-N-[(2R)-1-hydroxypropan-2-yl]-5-[4-(trifluoromethyl)phenoxy]pyridine-2-carboxamide C1(CC1)N(C1=C(C=CC(=N1)C(=O)N[C@@H](CO)C)OC1=CC=C(C=C1)C(F)(F)F)C